C1(=CC=CC=C1)C1=CC=CC=2C3=C(SC21)C(=CC=C3)B(O)O (6-phenyldibenzo[b,d]thiophen-4-yl)boronic acid